C(C)C=1SC(=C(N1)C1=CC(=CC=C1)C)C1=CC(=NC=C1)C1=C(C(=O)N)C=CC=C1 [4-[2-ethyl-4-(3-methylphenyl)-1,3-thiazol-5-yl]pyridin-2-yl]benzamide